N(=C=O)C1(CCCCC1)CC1(CCCCC1)N=C=O bis-(isocyanatocyclohexyl)methane